iodine mesitylene C1(=CC(=CC(=C1)C)C)C.[I]